FC=1C(=C2C(=NC1)NC(=N2)C2CCC(CC2)OC)C2CCNCC2 6-Fluoro-2-(4-methoxycyclohexyl)-7-(4-piperidyl)-3H-imidazo[4,5-b]pyridine